C(C)(C)(C)OC(=O)N(CC#CC1=CC(=C(OCCCC2=C(N=C(S2)NCCCO[Si](C)(C)C(C)(C)C)C(=O)OC)C=C1)F)C Methyl 5-[3-[4-[3-[tert-butoxycarbonyl(methyl)amino]prop-1-ynyl]-2-fluoro-phenoxy]propyl]-2-[3-[tert-butyl(dimethyl)silyl]oxypropylamino]thiazole-4-carboxylate